C(CC)NC(C(=O)OCC)=S ethyl 2-(propylamino)-2-thioxoacetate